(2s,3aR,5r,6aS)-5-acetylamino-N-(5-chloro-4-(5-cyano-2,2-dimethyl-2,3-dihydro-1H-pyrrolizin-7-yl)pyridin-2-yl)octahydropentalene-2-carboxamide C(C)(=O)NC1C[C@H]2CC(C[C@H]2C1)C(=O)NC1=NC=C(C(=C1)C=1C=C(N2CC(CC12)(C)C)C#N)Cl